1,2-dihydro-3H-1,2,4-triazole-3-thione N1NC(N=C1)=S